(1R)-1-(2-chloro-3-pyridyl)ethanol ClC1=NC=CC=C1[C@@H](C)O